FC1=C(CN2N=NC(=C2)CC[C@@H]2O[C@@H](C(C([C@@]2(C(=O)OC)C)=O)=C)C)C=CC(=C1)F methyl (2S,3R,6R)-2-(2-(1-(2,4-difluorobenzyl)-1H-1,2,3-triazol-4-yl)ethyl)-3,6-dimethyl-5-methylene-4-oxotetrahydro-2H-pyran-3-carboxylate